N1=CC=CC2=CC=NC(=C12)N 1,7-diazanaphthalen-8-amine